rel-(2S,3R,4R,5S)-3-(4-fluoro-2-methoxyphenyl)-5-methyl-N-(2-(methylsulfonyl)pyridin-4-yl)-5-(trifluoromethyl)tetrahydrofuran-2-carboxamide FC1=CC(=C(C=C1)[C@@H]1[C@H](O[C@@](C1)(C(F)(F)F)C)C(=O)NC1=CC(=NC=C1)S(=O)(=O)C)OC |o1:7,8,10|